Tert-butyl (3R)-3-{[6-(dibenzylamino)-5-nitropyrimidin-4-yl]amino}piperidine-1-carboxylate C(C1=CC=CC=C1)N(C1=C(C(=NC=N1)N[C@H]1CN(CCC1)C(=O)OC(C)(C)C)[N+](=O)[O-])CC1=CC=CC=C1